tert-butyl N-cyclobutyl-N-[(3S)-1-{6-[5-fluoro-2-(methoxymethoxy)-4-(2-methyl-1,3-thiazol-5-yl)phenyl]pyridazin-3-yl}pyrrolidin-3-yl]carbamate C1(CCC1)N(C(OC(C)(C)C)=O)[C@@H]1CN(CC1)C=1N=NC(=CC1)C1=C(C=C(C(=C1)F)C1=CN=C(S1)C)OCOC